benzyl 4-[4-[3-(tert-butoxycarbonylamino)propyl-methyl-carbamoyl]phenyl]-1,4-diazepane-1-carboxylate C(C)(C)(C)OC(=O)NCCCN(C(=O)C1=CC=C(C=C1)N1CCN(CCC1)C(=O)OCC1=CC=CC=C1)C